2-fluoro-4-cyanobenzamide FC1=C(C(=O)N)C=CC(=C1)C#N